(4-hydroxyphenyl)(methyl)(naphthalen-1-ylmethyl)sulfonium hexafluoroantimonate F[Sb-](F)(F)(F)(F)F.OC1=CC=C(C=C1)[S+](CC1=CC=CC2=CC=CC=C12)C